1-(1-(bromomethyl)cyclopropyl)-3-chlorobenzene BrCC1(CC1)C1=CC(=CC=C1)Cl